3-hydroxy-3-(trifluoromethyl)azetidine-1-carboxamide OC1(CN(C1)C(=O)N)C(F)(F)F